6-(propan-2-yl)-2,6-diazaspiro[3.3]Heptane CC(C)N1CC2(CNC2)C1